3-cyanobenzyl isocyanate C(#N)C=1C=C(CN=C=O)C=CC1